(R)-7-(2-Methyl-3-(6-(trifluoromethyl)pyridin-3-yl)propyl)-2-thia-7-azaspiro[3.5]nonane 2,2-dioxide C[C@@H](CN1CCC2(CS(C2)(=O)=O)CC1)CC=1C=NC(=CC1)C(F)(F)F